di[(3-ethyl-3-oxetanyl)methyl]ether C(C)C1(COC1)COCC1(COC1)CC